(R)-benzyl 3-((3-((tert-butoxycarbonyl)amino)propionyl)oxy)pyrrolidine-1-carboxylate C(C)(C)(C)OC(=O)NCCC(=O)O[C@H]1CN(CC1)C(=O)OCC1=CC=CC=C1